3-(3-(2-trifluoromethylphenyl)-4-thiazolinonyl)-N-(4-phenylbutyl)benzamide FC(C1=C(C=CC=C1)N1C(SC=C1C=1C=C(C(=O)NCCCCC2=CC=CC=C2)C=CC1)=O)(F)F